dihydrophthalic acid C1=CC(C(C=C1)C(=O)O)C(=O)O